CC1C2C(=C(C(C1C)O2)C(=O)O)C(=O)O 5,6-dimethyl-7-oxabicyclo[2.2.1]hept-2-ene-2,3-dicarboxylic acid